3-methyl-1,1-diphenylthiourea CNC(N(C1=CC=CC=C1)C1=CC=CC=C1)=S